tert-butyl 4-((3S)-11-(2,4-difluorophenyl)-3-(2-methoxyethoxy)-6-oxo-10-(trifluoromethyl)-3,4-dihydro-2H,6H-[1,4]thiazepino[2,3,4-ij]quinazolin-8-yl)piperazine-1-carboxylate FC1=C(C=CC(=C1)F)C1=C(C=C2C(=NC(N3C2=C1SC[C@H](C3)OCCOC)=O)N3CCN(CC3)C(=O)OC(C)(C)C)C(F)(F)F